(R)-4-(7-(4-Chloropyridin-2-yl)-5-(N-methylformamido)-7H-pyrrolo[2,3-d]pyrimidin-4-yl)-2-methylpiperazine-1-carboxylic acid tert-butyl ester C(C)(C)(C)OC(=O)N1[C@@H](CN(CC1)C=1C2=C(N=CN1)N(C=C2N(C=O)C)C2=NC=CC(=C2)Cl)C